ClC=1N=C(SC1)C=1N=NN(C1)[C@@H]1[C@H]([C@@H](SC=2C=NC=C(C2)C#C)O[C@@H]([C@@H]1O)CO)O 5-ethynylpyridin-3-yl 3-[4-(4-chlorothiazol-2-yl)-1H-1,2,3-triazol-1-yl]-3-deoxy-1-thio-alpha-D-galactopyranoside